4-bromopyridinecarboxaldehyde BrC1=CC(=NC=C1)C=O